N1C(=C(C=C1C(=O)O)C(=O)O)C(=O)O pyrrole-2,3,5-tricarboxylic acid